COCOC=1C=C2C=CC=C(C2=C(C1)B1OC(C(O1)(C)C)(C)C)CCCC(=O)OCC ethyl 4-(6-(methoxymethoxy)-8-(4,4,5,5-tetramethyl-1,3,2-dioxaborolan-2-yl)naphthalen-1-yl)butanoate